C1=NC=C(C2=CC=CC=C12)N1C(N(C[C@@H]1C#N)C1CN(C1)S(=O)(=O)C(F)(F)F)=O (R)-3-(isoquinolin-4-yl)-2-oxo-1-(1-((trifluoromethyl)sulfonyl)azetidin-3-yl)imidazoline-4-carbonitrile